t-butyl-isopropenylcumyl peroxide C(C)(C)(C)C(C(C)(C1=CC=CC=C1)OOC(C(C(C)(C)C)C(=C)C)(C)C1=CC=CC=C1)C(=C)C